fluoro-N-isopropyl-4-nitrobenzamide FC1=C(C(=O)NC(C)C)C=CC(=C1)[N+](=O)[O-]